NCCC1=NSC2=C1C=C(C=C2)O 3-(2-aminoethyl)-1,2-benzisothiazol-5-ol